C1(CC1)CNC1=C(C#N)C=C(C=C1)C1=NC(=NO1)C1=CC=C2CCC(NC2=C1)=O 2-((cyclopropyl-methyl)amino)-5-(3-(2-oxo-1,2,3,4-tetrahydroquinolin-7-yl)-1,2,4-oxadiazol-5-yl)benzonitrile